3-((1,4-dioxan-2-yl)methoxy)-N-(5-(5-acetamido-1H-pyrazol-1-yl)-1,3,4-thiadiazol-2-yl)-4-(2,6-dimethoxyphenyl)-2-oxo-2H-pyran-6-carboxamide O1C(COCC1)COC=1C(OC(=CC1C1=C(C=CC=C1OC)OC)C(=O)NC=1SC(=NN1)N1N=CC=C1NC(C)=O)=O